NC1=C(C(=O)O)C=CC(=C1C)C 2-amino-3,4-dimethylbenzoic acid